6-(5-Methylpyridin-2-yl)-N-((1R)-1-(2-(trifluoromethyl)pyrimidin-5-yl)ethyl)cinnolin-4-amine CC=1C=CC(=NC1)C=1C=C2C(=CN=NC2=CC1)N[C@H](C)C=1C=NC(=NC1)C(F)(F)F